N-{(6R,7aR)-2-[4-(2,6-difluorophenyl)-6-methyl-1,2-benzoxazol-3-yl]-7,7-difluoro-3-oxohexahydro-1H-pyrrolo[1,2-c]imidazol-6-yl}methanesulfonamide FC1=C(C(=CC=C1)F)C1=CC(=CC2=C1C(=NO2)N2C(N1[C@H](C2)C([C@@H](C1)NS(=O)(=O)C)(F)F)=O)C